O1C=CC2=C1C(=CC=C2)S(=O)(=O)C=2C=C(C=C(C2)N2CCOCC2)C=2C=NC(=NC2)N 5-(3-(benzofuran-7-ylsulfonyl)-5-morpholinophenyl)pyrimidin-2-amine